N-[5-[(4-fluorophenyl)methyl]-7-methyl-spiro[2,4-dihydro-1,5-benzoxazepine-3,1'-cyclopropane]-8-yl]-3,3-dimethyl-butanamide FC1=CC=C(C=C1)CN1CC2(CC2)COC2=C1C=C(C(=C2)NC(CC(C)(C)C)=O)C